2-(imidazol-1-yl)-N-[(trans)-4-methoxycyclohexyl]quinoline-4-carboxamide N1(C=NC=C1)C1=NC2=CC=CC=C2C(=C1)C(=O)N[C@@H]1CC[C@H](CC1)OC